F.NC=1NC2=C(N1)C=CC=C2 2-aminobenzimidazole hydrofluoride